FC1=C2C(=NC=C1C1=CC=C(C=C1)S(=O)(=O)N1CCC(CC1)NC1=NC=C(C=C1)C(F)(F)F)NC=C2 N-(1-((4-(4-fluoro-1H-pyrrolo[2,3-b]pyridin-5-yl)phenyl)sulfonyl)piperidin-4-yl)-5-(trifluoromethyl)pyridin-2-amine